1-(3,5-Bis-trifluoromethyl-phenyl)-3-[3-(4-chloro-2-methyl-2H-pyrazol-3-yl)-4-methoxy-phenyl]-urea FC(C=1C=C(C=C(C1)C(F)(F)F)NC(=O)NC1=CC(=C(C=C1)OC)C=1N(N=CC1Cl)C)(F)F